FC(C(=O)NNC(C1=CC(=C(C=C1)CN1C(N(C(C1(C)C)=O)C1=CC=CC=C1)=O)F)=O)F N'-(2,2-difluoroacetyl)-4-((5,5-dimethyl-2,4-dioxo-3-phenylimidazolidin-1-yl)methyl)-3-fluorobenzohydrazide